1-(5-bromopyridin-2-yl)-1H-pyrazol-5-amine BrC=1C=CC(=NC1)N1N=CC=C1N